isoamyl-2,2-dimethyl-4-phenylpiperazine-1-carboxamide C(CC(C)C)C1C(N(CCN1C1=CC=CC=C1)C(=O)N)(C)C